NC1=C(SC2=NC(=CN=C21)C)C(=O)NC2CC=1C=CC(=NC1CC2)N2CC(C(C2)NC)COC 7-amino-N-{2-[3-(methoxymethyl)-4-(methylamino)pyrrolidin-1-yl]-5,6,7,8-tetrahydroquinolin-6-yl}-3-methylthieno[2,3-b]pyrazine-6-carboxamide